C1(CCCCC1)P(C=1[C-](C=CC1)[C@@H](C)P(C(C)(C)C)C(C)(C)C)C1CCCCC1.[CH-]1C=CC=C1.[Fe+2] (R)-(-)-1-[(S)-2-(dicyclohexyl-phosphino)ferrocenyl]ethyl-di-t-butyl-phosphine